methyl-6-(2-(dimethylamino)-3-((6-((2-octylcyclopropyl)methoxy)-6-oxohexyl)oxy)propoxy)hexanoate COC(CCCCCOCC(COCCCCCC(=O)OCC1C(C1)CCCCCCCC)N(C)C)=O